C(=O)C=1C=CC(=C(C(=O)OC)C1)NS(=O)(=O)C methyl 5-formyl-2-(methylsulfonamido)benzoate